N1=CNCC2=CC=C(C=C12)C#N 3,4-dihydroquinazoline-7-carbonitrile